1-(m-tolyl)-1H-pyrazol-3-yl trifluoromethanesulfonate FC(S(=O)(=O)OC1=NN(C=C1)C=1C=C(C=CC1)C)(F)F